BrC=1C=C(C2=C(NC(=N2)C)C1)C(=O)OC methyl 6-bromo-2-methyl-1H-benzo[d]imidazole-4-carboxylate